CC(COC(C=C)=O)C acrylic acid 2-methyl-propyl ester